2-(5-(3-(cyclobutylethynyl)phenyl)-1-(3-fluoro-4-sulfamoylbenzyl)-2-phenoxy-1H-pyrrol-3-yl)thiazole-4-carboxylic acid C1(CCC1)C#CC=1C=C(C=CC1)C1=CC(=C(N1CC1=CC(=C(C=C1)S(N)(=O)=O)F)OC1=CC=CC=C1)C=1SC=C(N1)C(=O)O